ClC(C(=O)C1=CC2=CC=C(C=C2C=C1)OC)C 2-chloro-1-(6-methoxy-2-naphthyl)propan-1-one